CC=1C(=C(C=C(C1)C(F)(F)F)O)C=1C=NC=2C(N1)=NN(C2)C2COC1(CC2C1)C 3-methyl-2-(2-(1-methyl-2-oxabicyclo[3.1.1]heptan-4-yl)-2H-pyrazolo[3,4-b]pyrazin-6-yl)-5-(trifluoromethyl)phenol